ClC1=NC=2C(CCCC2C=C1C#N)OC=1C=C2C(=NN(C2=CC1)C(=O)OC(C)(C)C)I tert-Butyl 5-[(2-chloro-3-cyano-5,6,7,8-tetrahydroquinolin-8-yl)oxy]-3-iodoindazole-1-carboxylate